14-(3-(pyridazin-3-yl)ureido)tetradecanoic acid N1=NC(=CC=C1)NC(NCCCCCCCCCCCCCC(=O)O)=O